2-(7-((2S,5R)-2,5-diethyl-4-(1-(pyridin-4-yl)ethyl)piperazin-1-yl)-4-methyl-5-oxo-4,5-dihydro-2H-pyrazolo[4,3-b]pyridin-2-yl)acetonitrile C(C)[C@@H]1N(C[C@H](N(C1)C(C)C1=CC=NC=C1)CC)C=1C=2C(N(C(C1)=O)C)=CN(N2)CC#N